2-oxo-2-((2-(2-pyridyl)-1-(phenyl)ethylamino)ethyl)acetamide O=C(C(=O)N)CCNC(CC1=NC=CC=C1)C1=CC=CC=C1